3-[5-[4-(4-aminobutoxy)butyl]-3-methyl-2-oxobenzimidazol-1-yl]piperidine-2,6-dione NCCCCOCCCCC1=CC2=C(N(C(N2C)=O)C2C(NC(CC2)=O)=O)C=C1